7-chloro-N-((1-((6-cyclopropylimidazo[1,2-a]pyridin-2-yl)methyl)-1H-1,2,3-triazol-4-yl)methyl)-8-fluoroimidazo[1,5-a]pyridine-3-carboxamide ClC1=C(C=2N(C=C1)C(=NC2)C(=O)NCC=2N=NN(C2)CC=2N=C1N(C=C(C=C1)C1CC1)C2)F